BrC1=C(C2=C(N(C(=N2)[C@H]([C@@H](C)O[C@@H](C(F)(F)F)C)N[S@@](=O)C(C)(C)C)COCC[Si](C)(C)C)C=C1)F (S)-N-((1R,2R)-1-(5-Bromo-4-fluoro-1-((2-(trimethylsilyl)ethoxy)methyl)-1H-benzo[d]imidazol-2-yl)-2-(((R)-1,1,1-trifluoropropan-2-yl)oxy)propyl)-2-methylpropane-2-sulfinamide